(2R)-N1-(6-nitroquinazolin-4-yl)propane-1,2-diamine [N+](=O)([O-])C=1C=C2C(=NC=NC2=CC1)NC[C@@H](C)N